BrC=1C=CC(=C(C1)C1(CN(C1)C(=O)OC(C)(C)C)C#N)C(=O)OC tert-butyl 3-(5-bromo-2-methoxycarbonyl-phenyl)-3-cyano-azetidine-1-carboxylate